Cadmium perchlorat Cl(=O)(=O)(=O)[O-].[Cd+2].Cl(=O)(=O)(=O)[O-]